C(C)(C)(C)OC(=O)N1C(C2CN(CC2C1)CC1=CC=CC=C1)C(N(C=1C=C(C=CC1)C)C)=O.C(C)(C)(C)C(C)(C)C1=C(C=CC=C1)C(C)(C)C(C)(C)C di(t-butyl-isopropyl)benzene tert-butyl-5-benzyl-1-(methyl(m-tolyl)carbamoyl)hexahydropyrrolo[3,4-c]pyrrole-2(1H)-carboxylate